1-{[(5s,7s)-3-(2-{3-[1-(ethoxy)ethyl]-1,2,4-oxadiazol-5-yl}-2-methylpropyl)-2-oxo-1-oxa-3-azaspiro[4.5]decan-7-yl]methyl}-1H-benzimidazole-6-carbonitrile C(C)OC(C)C1=NOC(=N1)C(CN1C(O[C@]2(C1)C[C@H](CCC2)CN2C=NC1=C2C=C(C=C1)C#N)=O)(C)C